[F-].[Nd+3].[F-].[F-] neodymium fluoride